P1(O[SiH2]OO1)=O siloxan Phosphonate